2-(3-Chlorophenyl)-2,2-difluoro-1-phenylethyl((S)-1-(((S)-1-hydroxy-3-((S)-2-oxo pyrrolidin-3-yl) propan-2-yl)amino)-1-oxo-3-phenylpropan-2-yl)carbamate ClC=1C=C(C=CC1)C(C(C1=CC=CC=C1)N(C([O-])=O)[C@H](C(=O)N[C@H](CO)C[C@H]1C(NCC1)=O)CC1=CC=CC=C1)(F)F